C(C)C1=CC(=C(C=C1)N(C(=O)[C@H]1N(C(OC1)=O)C1=NC(=CC(=C1)C(F)(F)F)C)C)F (S)-N-(4-ethyl-2-fluorophenyl)-N-methyl-3-(6-methyl-4-(trifluoromethyl)pyridin-2-yl)-2-oxooxazolidine-4-carboxamide